trioctylamine octanoate C(CCCCCCC)(=O)O.C(CCCCCCC)N(CCCCCCCC)CCCCCCCC